5-nitro-[1,1-biphenyl]-2-carboxylic acid [N+](=O)([O-])C1=CC=C(C(=C1)C1=CC=CC=C1)C(=O)O